4-(diethylamino)salicylaldehyde C(C)N(C=1C=C(C(C=O)=CC1)O)CC